propan-2-yl 4-(4-bromophenyl)-6-methyl-2-sulfanylidene-3,4-dihydro-1H-pyrimidine-5-carboxylate BrC1=CC=C(C=C1)C1NC(NC(=C1C(=O)OC(C)C)C)=S